ClC1=C2CCN([C@@H](C2=C(C=C1)OCC=1N=NN(C1C(F)F)C)CN1[C@H](CCC1=O)C)C(=O)OC(C)(C)C tert-butyl (S)-5-chloro-8-((5-(difluoromethyl)-1-methyl-1H-1,2,3-triazol-4-yl)methoxy)-1-(((S)-2-methyl-5-oxopyrrolidin-1-yl)methyl)-3,4-dihydroisoquinoline-2(1H)-carboxylate